N-ethyl-N'-(3-(methyl)amino-1,2,3,4-tetrahydro-9H-carbazol-6-yl)thiourea citrate C(CC(O)(C(=O)O)CC(=O)O)(=O)O.C(C)NC(=S)NC=1C=C2C=3CC(CCC3NC2=CC1)NC